C(C)(C)(C)OC(=O)NCCN1C(=CC(=C1C)I)C(=O)OCC Ethyl 1-[2-(tert-butoxycarbonylamino)ethyl]-4-iodo-5-methyl-pyrrole-2-carboxylate